4-[[5-[(4-chlorophenyl)methoxy]-4-methyl-3-pyridinyl]methyl]-3-fluoro-pyridin-2-amine ClC1=CC=C(C=C1)COC=1C(=C(C=NC1)CC1=C(C(=NC=C1)N)F)C